C1(=CC=C2C=CC3=CC=CC4=CC=C1C2=C34)OB(O)O 1-pyrenyl-boric acid